(4S,5R)-4-Hydroxy-5-((S)-5H-imidazo[5,1-a]isoindol-5-yl)-4,5,6,7-tetrahydropyrazolo[1,5-a]pyridin-3-carbonitril O[C@@H]1C=2N(CC[C@@H]1[C@@H]1N3C(C4=CC=CC=C14)=CN=C3)N=CC2C#N